C1(=CC=CC=C1)P(C1=C(C2=CC=CC=C2C=C1)N(C)C)C1=CC=CC=C1 2-(diphenylphosphino)-N,N-dimethylnaphthalene-1-amine